(S)-2-(2-chloro-6-fluorobenzamido)-3-(4-(7-fluoro-3-methyl-2-oxo-2,3-dihydro-1H-benzo[d]imidazol-1-yl)phenyl)propanoic acid methyl ester COC([C@H](CC1=CC=C(C=C1)N1C(N(C2=C1C(=CC=C2)F)C)=O)NC(C2=C(C=CC=C2F)Cl)=O)=O